BrC1=CN(C2=NC=C(C(=C21)Cl)C(=O)OC)COCC[Si](C)(C)C methyl 3-bromo-4-chloro-1-((2-(trimethylsilyl)ethoxy)methyl)-1H-pyrrolo[2,3-b]pyridine-5-carboxylate